BrC1=NN(C(=N1)OC)C 3-bromo-5-methoxy-1-methyl-1H-1,2,4-triazole